D-galactosyl-(1-3)-N-acetyl-D-galactosamine C1([C@H](O)[C@@H](O)[C@@H](O)[C@H](O1)CO)O[C@@H]1[C@H](C(O)O[C@@H]([C@@H]1O)CO)NC(C)=O